C(C)N(S(=O)(=O)NC=1C(=C(C(=O)C2=CNC3=NC=C(C=C32)C3=CC=C(C=C3)C=3CCNCC3)C(=CC1)F)F)C 3-[3-[[ethyl(methyl)sulfamoyl]amino]-2,6-difluoro-benzoyl]-5-[4-(1,2,3,6-tetrahydropyridin-4-yl)phenyl]-1H-pyrrolo[2,3-b]pyridine